(2-butylbenzofuran-3-yl)(4-hydroxyphenyl)methanone C(CCC)C=1OC2=C(C1C(=O)C1=CC=C(C=C1)O)C=CC=C2